1-(1,3-oxazol-4-yl)methanamine O1C=NC(=C1)CN